BrC1=C2C(=NC=C1)NC=C2F 4-bromo-3-fluoro-1H-pyrrolo[2,3-b]pyridine